C(C)(C)(C)C1=CC=C(C=C1)S(=O)(=O)NC(NC12CC3(C[C@H](C[C@@H](C1)C3)C2)O)=O 4-(tert-butyl)-N-(((1r,3s,5R,7S)-3-hydroxyadamantan-1-yl)carbamoyl)benzenesulfonamide